C(C)(C)(C)OC(N(C(=O)OC(C)(C)C)C1=NC=C(N=C1C1=CC(=NO1)C1=C(C=C(C=C1)[N+](=O)[O-])F)Br)=O tert-butyl(5-bromo-3-(3-(2-fluoro-4-nitrophenyl)isoxazol-5-yl)pyrazin-2-yl)(tert-butoxycarbonyl)carbamate